BrC=1C(=NC(=NC1)NC1=CC(=C(C(=O)NC2CCN(CC2)C)C=C1OC)F)OC1=C2C(N(C3(C2=CC=C1)CC3)C)=O 4-((5-bromo-4-((2'-methyl-3'-oxospiro[cyclopropane-1,1'-isoindolin]-4'-yl)oxy)pyrimidin-2-yl)amino)-2-fluoro-5-methoxy-N-(1-methylpiperidin-4-yl)benzamide